tert-Butyl (1-((4-bromophenyl)amino)-3-(3-chlorophenyl)-1-oxopropan-2-yl)carbamate BrC1=CC=C(C=C1)NC(C(CC1=CC(=CC=C1)Cl)NC(OC(C)(C)C)=O)=O